BrCCCCOCCCCCO 5-(4-Bromobutoxy)-pentan-1-ol